2-(1-methyl-5-(((tetrahydro-2H-pyran-2-yl)oxy)methyl)-1H-pyrazol-4-yl)pyrimidine-5-Carboxylic acid ethyl ester C(C)OC(=O)C=1C=NC(=NC1)C=1C=NN(C1COC1OCCCC1)C